BrC1=C(C=CC=C1)S(=O)(=O)N(COC)C1=NOC(=C1Cl)C 2-bromo-N-(4-chloro-5-methylisoxazol-3-yl)-N-(methoxyMethyl)benzenesulfonamide